CCCCCCCCCCCCCCCCCCC(=O)O[C@H](COC(=O)CCC/C=C\C/C=C\C/C=C\C/C=C\CCCCC)COP(=O)(O)OC[C@@H](C(=O)O)N 1-(5Z,8Z,11Z,14Z-eicosatetraenoyl)-2-nonadecanoyl-glycero-3-phosphoserine